3-(2-(diethylamino)ethyl)-5-methyl-1H-indol-4-ol C(C)N(CCC1=CNC=2C=CC(=C(C12)O)C)CC